tert-Butyl N-{(1S)-1-cyclohexyl-2-oxo-2-[(2-oxospiro[indoline-3,4'-tetrahydropyran]-6-yl)amino]ethyl}carbamate C1(CCCCC1)[C@@H](C(NC1=CC=C2C(=C1)NC(C21CCOCC1)=O)=O)NC(OC(C)(C)C)=O